tertbutyl 4-[4-[3-cyano-4-[(1R)-1-(2-pyridyl)ethoxy]pyrazolo[1,5-a]pyridin-6-yl]-5-methyl-pyrazol-1-yl]piperidine-1-carboxylate C(#N)C=1C=NN2C1C(=CC(=C2)C=2C=NN(C2C)C2CCN(CC2)C(=O)OC(C)(C)C)O[C@H](C)C2=NC=CC=C2